ClC=1C(=NSC1C1CC1)NC(OC(C)(C)C)=O tert-butyl N-(4-chloro-5-cyclopropyl-isothiazol-3-yl)carbamate